FCCCNCCOC1=NC(=CC=C1)[C@H]1N([C@@H](CC2=C1NC1=CC=CC=C21)C)CC(F)(F)F 3-fluoro-N-(2-((6-((1S,3R)-3-methyl-2-(2,2,2-trifluoroethyl)-2,3,4,9-tetrahydro-1H-pyrido[3,4-b]indol-1-yl)pyridin-2-yl)oxy)ethyl)propan-1-amine